COC1=CC=C(CNC=2C=3N(C4=CC(=CC=C4N2)C(=O)O)C=CN3)C=C1 4-((4-methoxybenzyl)amino)imidazo[1,2-a]quinoxaline-8-carboxylic acid